tri(phenylphenyl) phosphate P(=O)(OC1=C(C=CC=C1)C1=CC=CC=C1)(OC1=C(C=CC=C1)C1=CC=CC=C1)OC1=C(C=CC=C1)C1=CC=CC=C1